2-(4-bromo-3-isopropyl-6-oxo-pyridazin-1-yl)-N-(5-fluoropyrimidin-4-yl)acetamide BrC=1C(=NN(C(C1)=O)CC(=O)NC1=NC=NC=C1F)C(C)C